N1=C(C=CC=C1)CSCCOCCSCC1=NC=CC=C1 1,9-bis(2-pyridinyl)-5-oxa-2,8-dithianonane